NC=1C(=NN(C1C#N)CC1=C(C=CC=C1)F)C(=O)NC1CCOCC1 4-amino-5-cyano-1-(2-fluorobenzyl)-N-(tetrahydro-2H-pyran-4-yl)-1H-pyrazole-3-carboxamide